(2-chloropyrimidin-4-yl)-2-methoxyquinoline ClC1=NC=CC(=N1)C=1C(=NC2=CC=CC=C2C1)OC